FC1(CC(C1)NC=1C=2C=NNC2C(=CC1)S(=O)(=O)C(F)(F)F)F N-(3,3-Difluorocyclobutyl)-7-trifluoromethanesulfonyl-1H-indazol-4-amine